C1=CC=C2C=C3C(=CC2=C1)C=CC(=O)C3=O.Cl.Cl anthracenedione dihydrochloride